5,5-Dibutyl-nonane C(CCC)C(CCCC)(CCCC)CCCC